CC[C@H](CC=C)S(=O)(=O)N (R)-HEX-5-ENE-3-SULFONAMIDE